FC=1C=C(C=NC1)C1=NC(=C2N=CN(C2=N1)[C@H]1[C@@H]([C@@H]([C@H](O1)C(=O)NC(C)C)O)O)NCC1=NC=CC(=C1)C (2S,3S,4R,5R)-5-(2-(5-fluoropyridin-3-yl)-6-(((4-methylpyridin-2-yl)methyl)amino)-9H-purin-9-yl)-3,4-dihydroxyl-N-isopropyltetrahydrofuran-2-formamide